ClC=1C=C2C(C(=CN(C2=CC1N1C(CCCC1COC1=NC=CC=C1)=O)C=1C=NC(=CC1)N1CC(C1)N(C)C)C(=O)O)=O 6-Chloro-1-[6-[3-(dimethyl-amino)azetidin-1-yl]pyridin-3-yl]-4-oxo-7-[2-oxo-6-[(pyridin-2-yloxy)methyl]piperidin-1-yl]quinoline-3-carboxylic acid